4-(7-(3-aminopiperidine-1-yl)-3-(1-methyl-1H-indole-5-yl)-3H-imidazo(4,5-b)pyridine-2-yl)-2-fluorobenzonitrile NC1CN(CCC1)C1=C2C(=NC=C1)N(C(=N2)C2=CC(=C(C#N)C=C2)F)C=2C=C1C=CN(C1=CC2)C